calcium chloride iron salt [Fe+2].[Cl-].[Ca+2].[Cl-].[Cl-].[Cl-]